C(C)OC=1C=C(C(=O)O)C=CC1C=1NC(C2=C(N1)NN=N2)=O 3-ethoxy-4-(7-oxo-6,7-dihydro-3H-[1,2,3]triazolo[4,5-d]pyrimidin-5-yl)benzoic acid